C(C=1C(C(=O)OCCCC)=CC=CC1)(=O)OCC ethyl normal butyl phthalate